4-bromo-5-chloro-2-[[2-(trimethylsilyl)ethoxy]methyl]-2,3-dihydropyridazin-3-one BrC=1C(N(N=CC1Cl)COCC[Si](C)(C)C)=O